1-(4-nitrophenyl)-azetidin-2-one [N+](=O)([O-])C1=CC=C(C=C1)N1C(CC1)=O